(R)-o-tolylglycidyl ether C=1(C(=CC=CC1)OC[C@H]1CO1)C